6-(4-Ethylbenzyl)-3-(3-fluorobenzyl)-2,3,4,6-tetrahydropyrido[3,4-c][1,8]naphthyridine C(C)C1=CC=C(CN2C=C3C(C=4C=CC=NC24)=CCN(C3)CC3=CC(=CC=C3)F)C=C1